4-[(1S,3S)-3-(5-cyclopropyl-1,3,4-thiadiazol-2-yl)-2,2-dimethylcyclopropyl]benzenesulfonamide tert-butyl-[(2S)-4-chloro-3-oxobutan-2-yl]carbamate C(C)(C)(C)N(C(O)=O)[C@@H](C)C(CCl)=O.C1(CC1)C1=NN=C(S1)[C@@H]1C([C@H]1C1=CC=C(C=C1)S(=O)(=O)N)(C)C